(R) or (S)-4-((dimethylamino)methyl)-N'-((1,2,3,5,6,7-hexahydro-s-indacen-4-yl)carbamoyl)-2-methoxybenzenesulfonimidamide CN(C)CC1=CC(=C(C=C1)[S@@](=O)(N)=NC(NC1=C2CCCC2=CC=2CCCC12)=O)OC |o1:10|